tert-butyl-4-(3-cyano-6,7-dimethoxyquinolin-4-yl)-1,4-diazacycloheptane-1-carboxylic acid C(C)(C)(C)C1N(CCCN(C1)C1=C(C=NC2=CC(=C(C=C12)OC)OC)C#N)C(=O)O